4-(Benzyloxy)-5-chloro-2-((2R,3S,4S,5R)-3-(3,4-difluoro-2-methoxyphenyl)-4,5-dimethyl-5-(trifluoromethyl)tetrahydrofuran-2-yl)-8-fluoro-1,6-naphthyridine C(C1=CC=CC=C1)OC1=CC(=NC2=C(C=NC(=C12)Cl)F)[C@@H]1O[C@]([C@H]([C@H]1C1=C(C(=C(C=C1)F)F)OC)C)(C(F)(F)F)C